C(#N)C=1C=C(C=NC1)NC(OCCOC1=CC2=C(N=C(S2)Cl)C(=C1)C(C(C)(C)C)O)=O 2-((2-chloro-4-(1-hydroxy-2,2-dimethylpropyl)benzo[d]thiazol-6-yl)oxy)ethyl (5-cyanopyridin-3-yl)carbamate